ethyl 2-(2-(methylamino)ethoxy)acetate hydrogen chloride Cl.CNCCOCC(=O)OCC